2-methyloctanoic acid CC(C(=O)O)CCCCCC